(2R,3R,5S)-4-[[3-(4-fluoro-2-methoxy-3-methyl-phenyl)-5-methyl-5-(trifluoromethyl)tetrahydrofuran-2-carbonyl]amino]pyridine-2-carboxamide FC1=C(C(=C(C=C1)[C@@H]1[C@@H](O[C@@](C1)(C(F)(F)F)C)C(=O)NC1=CC(=NC=C1)C(=O)N)OC)C